C1(CC1)OC1=NN(C=C1[N+](=O)[O-])C(C(F)F)C 3-cyclopropoxy-1-(1,1-difluoropropan-2-yl)-4-nitro-1H-pyrazole